C[Si](CCOCN1C=NC2=C1C=C(C=C2)N)(C)C 3-{[2-(trimethylsilyl)ethoxy]methyl}-1,3-benzodiazol-5-amine